C(C)(C)(C)OC(NC(CN1N=CC(=C1)Br)(C)C)=O (1-(4-bromo-1H-pyrazol-1-yl)-2-methylpropan-2-yl)carbamic acid tert-butyl ester